ClC1=C(C(=O)N(C)C)C=CC(=C1)OCCCCC1CCN(CC1)C([C@](C(F)(F)F)(O)C1=CC(=CC=C1)CC)=O |o1:24| (R or S)-2-chloro-4-(4-(1-(2-(3-ethylphenyl)-3,3,3-trifluoro-2-hydroxypropanoyl)piperidin-4-yl)butoxy)-N,N-dimethylbenzamide